NC12CCC(CC1)C2 Aminonorbornan